FC1(CCC2=C1N=C(N=C2C2=CC1=C([C@H](CO1)NS(=O)(=O)CC)C=C2)N2[C@H]([C@@H](C2)O)C)F N-((R)-6-(7,7-difluoro-2-((2S,3R)-3-hydroxy-2-methylazetidin-1-yl)-6,7-dihydro-5H-cyclopenta[d]pyrimidin-4-yl)-2,3-dihydrobenzofuran-3-yl)ethanesulfonamide